3-cyano-4-methoxy-2(1H)-pyridinone C(#N)C=1C(NC=CC1OC)=O